((2R,3S,5R)-2-ethynyl-5-(2-fluoro-6-tetradecanamido-9H-purin-9-yl)-3-hydroxytetra-hydrofuran-2-yl)methyl benzoate C(C1=CC=CC=C1)(=O)OC[C@]1(O[C@H](C[C@@H]1O)N1C2=NC(=NC(=C2N=C1)NC(CCCCCCCCCCCCC)=O)F)C#C